BrC1=CN=C(C=C1C(=O)O)[N+](=O)[O-] 5-bromo-2-nitroisonicotinic acid